ClC=1C=C(C=C(C1)Cl)[C@@H]1N(C[C@H](CC1)C)C(C(=O)NC=1C=C(C(=NC1)NC(OC(C)(C)C)=O)C)=O Tert-butyl N-[5-[[2-[(2R,5S)-2-(3,5-Dichlorophenyl)-5-methyl-1-piperidyl]-2-oxo-acetyl]amino]-3-methyl-2-pyridyl]carbamate